CC1=CC=C(C=C1)S(=O)(=O)OCCOCCN(C)C(=O)OC(C)(C)C 2-[2-[tert-butoxycarbonyl(methyl)amino]ethoxy]ethyl 4-methylbenzenesulfonate